CC1=C(C(=NO1)C1=CC=CC=C1)C=1C=C(C=CC1)S(=O)(=O)NC(CC)=O N-((3-(5-methyl-3-phenylisoxazol-4-yl)phenyl)sulfonyl)propanamide